N-(3,3-difluorocyclobutyl)-6-(3-(5-isopropoxypyridin-2-yl)-1,2,4-thiadiazol-5-ylamino)-5-isopropylnicotinamide FC1(CC(C1)NC(C1=CN=C(C(=C1)C(C)C)NC1=NC(=NS1)C1=NC=C(C=C1)OC(C)C)=O)F